FC1=C(C=CC=C1)C1=NN(C=2[C@]3([C@H](CCC12)[C@H](C(C(=C3)C#N)=O)C)C)C3=NC1=C(N3C)C=CC=C1 (5aR,6R,9aS)-3-(2-fluorophenyl)-6,9a-dimethyl-1-(1-methyl-1H-benzo[d]imidazol-2-yl)-7-oxo-4,5,5a,6,7,9a-hexahydro-1H-benzo[g]indazole-8-carbonitrile